tert-butyl (3R)-3-(3-(2-amino-1-hydroxyethyl)-5-chlorophenyl)morpholine-4-carboxylate NCC(O)C=1C=C(C=C(C1)Cl)[C@H]1N(CCOC1)C(=O)OC(C)(C)C